2-(2,6-Dimethyl-4-(1-(5-oxo-4-(4-(trifluoromethyl)phenyl)-4,5-dihydro-1H-1,2,4-triazol-1-yl)ethyl)phenoxy)-2-methylpropionic acid CC1=C(OC(C(=O)O)(C)C)C(=CC(=C1)C(C)N1N=CN(C1=O)C1=CC=C(C=C1)C(F)(F)F)C